N1=CC(=CC2=CC=CC=C12)C[C@H](N)C(=O)O 3-(3-quinolinyl)-alanine